N-(4-(4-methyl-piperazin-1-yl)pyridin-2-yl)-4-(pyridin-2-yl)thiazol-2-amine CN1CCN(CC1)C1=CC(=NC=C1)NC=1SC=C(N1)C1=NC=CC=C1